triethyl-(phosphorus) phosphate P(=O)([O-])([O-])[O-].C(C)[P+3](CC)CC